N1C=NC2=C1C=CC(=C2)CN2C=C(C1=CC(=CC=C21)F)C=2C(NC(C2C2=CN=CN2)=O)=O 3-(1-((1H-benzo[d]imidazol-5-yl)methyl)-5-fluoro-1H-indol-3-yl)-4-(1H-imidazol-5-yl)-1H-pyrrole-2,5-dione